N-(2,3-dihydro-1,4-benzoxazin-4-yl)-4-(1-methoxyethyl)-8-(2,3,5-trifluorophenyl)quinoline-3-carboxamide O1CCN(C2=C1C=CC=C2)NC(=O)C=2C=NC1=C(C=CC=C1C2C(C)OC)C2=C(C(=CC(=C2)F)F)F